2-(5-((R and S)-1-(((R)-((R)-8-cyano-3,4-dihydro-2H-benzo[b][1,4]oxazin-2-yl)(phenyl)methyl)amino)propan-2-yl)-2-methoxyphenyl)acetic acid C(#N)C1=CC=CC2=C1O[C@H](CN2)[C@@H](C2=CC=CC=C2)NC[C@H](C)C=2C=CC(=C(C2)CC(=O)O)OC |&1:21|